OC1([C@]2(C)[C@@H](CC1)[C@@H]1CCC=3CC(CCC3C1=C(C2)C2=CC1=C(C=C2)OCO1)=O)C#CC 17-hydroxy-11-[3,4-(methylenedioxy)phenyl]-17-(1-propyn-1-yl)estra-5(10),9(11)-dien-3-one